N-((7-(1-(4-chlorobenzyl)piperidin-3-yl)-2-methylpyrazolo[1,5-a]pyrimidin-3-yl)methyl)-1-phenylethanamine ClC1=CC=C(CN2CC(CCC2)C2=CC=NC=3N2N=C(C3CNC(C)C3=CC=CC=C3)C)C=C1